N-[(E)-3-fluoro-2-[[2-[2-(isobutylamino)-2-oxo-ethyl]-1-oxo-3,4-dihydroisoquinoline-6-yl]oxymethyl]allyl]carbamate F/C=C(\CNC([O-])=O)/COC=1C=C2CCN(C(C2=CC1)=O)CC(=O)NCC(C)C